COC1=C(C=CC2=CC=CC=C12)O methoxynaphthalene-2-ol